[Ir+3].C=CCC cis-butene Iridium (III)